methyl 2,4,6-trimethylbenzoyl-phenylphosphinate CC1=C(C(=O)P(OC)(=O)C2=CC=CC=C2)C(=CC(=C1)C)C